1-[[[1-[3-[2-(7-chloro-2-quinolinyl)ethenyl]phenyl]-3-[2-(1-hydroxyl-methylethyl)phenyl]propyl]thio]methyl]-cyclopropaneacetic acid, monosodium salt [Na+].ClC1=CC=C2C=CC(=NC2=C1)C=CC=1C=C(C=CC1)C(CCC1=C(C=CC=C1)C(C)(O)C)SCC1(CC1)CC(=O)[O-]